O[C@H](COC=1C=C(C=CC1)S(=O)(=O)NC)CNC1COC2(C1)CCN(CC2)S(=O)(=O)C=2C=C(C=CC2)C2=CC=C(C=C2)CNCCO 3-((2S)-2-hydroxy-3-(8-(4'-((2-hydroxyethylamino)methyl)biphenyl-3-ylsulfonyl)-1-oxa-8-azaspiro[4.5]decan-3-ylamino)propoxy)-N-methylbenzenesulfonamide